C(C)(C)(C)OC(NCCNCCNC(=O)OC(C)(C)C)=O N-[2-[2-(tert-butoxycarbonylamino)ethylamino]ethyl]carbamic acid tert-butyl ester